ClC1=CC(=CC2=CN(N=C12)C=1C(=C(C=CC1)C1=CC=CC=C1)C)CNCC 2-(((7-Chloro-2-(2-methyl-[1,1'-biphenyl]-3-yl)-2H-indazol-5-yl)methyl)amino)ethane